CC(C(=O)Cl)(C)S 2-methyl-2-mercaptopropionyl chloride